C1(=CC=CC=C1)OC(=O)C1=CC2=C(NN=N2)C=C1 phenyl-1H-1,2,3-benzotriazole-5-carboxylate